ethyl 2-[(4-bromo-2-methyl-phenyl)carbamoyl]-1,3-dithiolane-2-carboxylate BrC1=CC(=C(C=C1)NC(=O)C1(SCCS1)C(=O)OCC)C